piperidinyl-diazepanone N1(CCCCC1)N1NC(CCCC1)=O